C(#N)C1=CC=C(C=C1)N(C(=O)C=1N=CC=2N(C1)C(=CN2)C2=CC=C(C=C2)NC(OC)=O)C methyl N-[4-[6-[(4-cyanophenyl)-methyl-carbamoyl]imidazo[1,2-a]pyrazin-3-yl]phenyl]carbamate